N-(4-bromo-3-(2,2,2-trifluoroethoxy)benzylidene)-2-methylpropane-2-sulfinamide BrC1=C(C=C(C=NS(=O)C(C)(C)C)C=C1)OCC(F)(F)F